4-((1s,4r)-4-((tert-butyldimethylsilyl)oxy)cyclohexyl)-2-methylbutan-2-amine [Si](C)(C)(C(C)(C)C)OC1CCC(CC1)CCC(C)(N)C